C1(=CC=CC=C1)NC=1C2=C(N=C(N1)CN1CCCC1)C=CS2 N-phenyl-2-(pyrrolidin-1-ylmethyl)thieno[3,2-d]pyrimidin-4-amine